((4R,5R)-5-(2-nitrophenyl)-2,2-diethyl-1,3-dioxolan-4-yl)methanol [N+](=O)([O-])C1=C(C=CC=C1)[C@@H]1[C@H](OC(O1)(CC)CC)CO